phosphino-amine PN